CNCCCCO 4-(methylamino)-1-butanol